Methyl-(S,E)-(7-(dimethylamino)-1-((1-((4-(isopropoxymethyl)-1H-benzo[d]imidazol-2-yl)methyl)-2-oxo-1,2-dihydropyridin-3-yl)amino)-1,7-dioxohept-5-en-2-yl)carbamat COC(N[C@H](C(=O)NC=1C(N(C=CC1)CC1=NC2=C(N1)C=CC=C2COC(C)C)=O)CC\C=C\C(=O)N(C)C)=O